4-diethoxymethylsilylbutylamine C(C)OC(OCC)[SiH2]CCCCN